N-(4-(4-amino-5H-pyrrolo[3,2-d]pyrimidin-5-yl)benzyl)-5-fluoro-2-methoxybenzamide NC=1C2=C(N=CN1)C=CN2C2=CC=C(CNC(C1=C(C=CC(=C1)F)OC)=O)C=C2